CNC=1N=CC(=C2C=C(N=CC12)NC(=O)C1CC1)C#CC1=CC2=C(C(=NO2)C)C=C1 N-(8-(methylamino)-5-((3-methylbenz[d]isoxazol-6-yl)ethynyl)-2,7-naphthyridin-3-yl)cyclopropanecarboxamide